(S)-7-(2,4-difluoro-6-((R)-2-hydroxypropoxy)phenyl)-6-((S)-4-methyl-4,5,6,7-tetrahydropyrazolo[1,5-a]pyrazin-2-yl)thieno[3,2-c]pyridin-4-yl trifluoromethanesulfonate FC(S(=O)(=O)OC1=NC(=C(C2=C1C=CS2)C2=C(C=C(C=C2OC[C@@H](C)O)F)F)C2=NN1C([C@@H](NCC1)C)=C2)(F)F